3-(2,5-dimethoxyphenyl)-6,7-dihydrothieno[2'',3'':4',5']pyrimido[1',2':1,2]pyrido[3,4-b]indol-4(12H)-one COC1=C(C=C(C=C1)OC)C1=CSC=2N=C3N(CCC4=C3NC3=CC=CC=C43)C(C21)=O